2-(2,6-dioxopiperidin-3-yl)-5-((R)-3-((piperidin-4-ylmethyl)amino)piperidin-1-yl)isoindoline-1,3-dione O=C1NC(CCC1N1C(C2=CC=C(C=C2C1=O)N1C[C@@H](CCC1)NCC1CCNCC1)=O)=O